1'-(methylenedi-4,1-phenylene)bismaleimide methyl-6-[1-(4-fluorophenyl)-4-methoxy-indol-3-yl]spiro[3.3]heptane-2-carboxylate COC(=O)C1CC2(C1)CC(C2)C2=CN(C1=CC=CC(=C21)OC)C2=CC=C(C=C2)F.C(C2=CC=C(C=C2)C=2C(=O)NC(C2)=O)C2=CC=C(C=C2)C=2C(=O)NC(C2)=O